C1(CC1)C1=NC=NC(=C1C1=NC=CC(=N1)O[C@@H](C(F)F)C1=CC=C(C=C1)C=1N(C=C(N1)C(F)(F)F)C)OC |o1:16| 4-cyclopropyl-6-methoxy-5-[4-[rel-(1R)-2,2-difluoro-1-[4-[1-methyl-4-(trifluoromethyl)imidazol-2-yl]phenyl]ethoxy]pyrimidin-2-yl]pyrimidine